4-(4-benzhydrylpiperazine-1-carbonyl)piperazin-2-one C(C1=CC=CC=C1)(C1=CC=CC=C1)N1CCN(CC1)C(=O)N1CC(NCC1)=O